ethyl-phosphoserine C(C)N[C@@H](COP(=O)(O)O)C(=O)O